ClC1=C(C#N)C(=CC=N1)NC1=CC2=C(N(C(N2CC2CNCCC2)=O)C)C=C1 2-chloro-4-((1-methyl-2-oxo-3-(piperidin-3-ylmethyl)-2,3-dihydro-1H-benzo[d]imidazol-5-yl)amino)nicotinonitrile